1,2-dihydroxy-propanesulfonic acid OC(C(C)O)S(=O)(=O)O